1-(7-(bicyclo[2.2.1]heptan-1-ylmethoxy)-3,4-dihydroisoquinolin-2(1H)-yl)prop-2-en-1-one C12(CCC(CC1)C2)COC2=CC=C1CCN(CC1=C2)C(C=C)=O